4-((4-(6-((hydroxyimino)methyl)-5-methoxypyridin-2-yl)butyl)amino)quinolin ON=CC1=C(C=CC(=N1)CCCCNC1=CC=NC2=CC=CC=C12)OC